4-hexadecyl-phenylamine C(CCCCCCCCCCCCCCC)C1=CC=C(C=C1)N